C(C)C=1C=C(C=CC1)C=1C=C2CC(C(C2=CC1F)NC(O[C@@H]1CN2CCC1CC2)=O)(C)C (S)-quinuclidin-3-yl (5-(3-ethylphenyl)-6-fluoro-2,2-dimethyl-2,3-dihydro-1H-inden-1-yl)carbamate